COC1=C(C=CC(=C1)OC)C(C)=O 2',4'-dimethoxyacetophenone